ClC1=C(C=C2C(C(=CN(C2=N1)C1=C(C=C(C=C1F)F)F)C(=O)NC(C)C(C(F)(F)F)(F)F)=O)F 7-chloro-6-fluoro-4-oxo-N-(3,3,4,4,4-pentafluorobut-2-yl)-1-(2,4,6-trifluorophenyl)-1,4-dihydro-1,8-naphthyridine-3-carboxamide